C(C1=CC=CC=C1)OC=1C=CC2=C(C(=C(O2)C)C(=O)NC2C(CN(CC2)C(=O)OC(C)(C)C)(F)F)C1 tert-butyl 4-(5-(benzyloxy)-2-methylbenzofuran-3-carboxamido)-3,3-difluoropiperidine-1-carboxylate